N-((1-ethylpiperidin-2-yl)methyl)-12-oxo-12H-benzo[g]pyrido[2,1-b]quinazoline-4-carboxamide C(C)N1C(CCCC1)CNC(=O)C1=CC=CN2C1=NC=1C=C3C(=CC1C2=O)C=CC=C3